4-(4-(trifluoromethyl)phenyl)piperidine hydrochloride salt Cl.FC(C1=CC=C(C=C1)C1CCNCC1)(F)F